O1C(=NC=C1)N1C(CCC1)=O 1-oxazol-2-ylpyrrolidin-2-one